FC(C1=NC(=CC(=N1)NC1=NC=C(C(=C1)OC)C=1C=NN(C1)[C@H]1COCC1)N)F (R)-2-(difluoromethyl)-N4-(4-methoxy-5-(1-(tetrahydrofuran-3-yl)-1H-pyrazol-4-yl)pyridin-2-yl)pyrimidine-4,6-diamine